C[C@](N)(CC1=CC=CC=C1)C(=O)O alpha-methylphenylalanine